sodium 3-(4-carboxymethyl phenylthio)-2-hydroxypropyl-sulfonate gamma-hydroxybutyrate OCCCC(=O)[O-].C(=O)(O)CC1=CC=C(C=C1)SCC(CS(=O)(=O)O)O.[Na+]